C(CCCCCCC\C=C/C\C=C/CCCCC)OCC(C)N 3-[(9Z,12Z)-octadeca-9,12-diene-1-yloxy]propan-2-amine